C(#N)C=1C=CC(CC1)NC(=O)C=1SC=CC1 5-cyano-2-(thiophene-2-carboxamido)-1H-benzene